1-(2-chloro-5-fluoro-pyrimidin-4-yl)-1H-indole-3-carboxylic acid amide ClC1=NC=C(C(=N1)N1C=C(C2=CC=CC=C12)C(=O)N)F